4,4-Dimethyl-2-({4-[5-(trifluoromethyl)-1,2,4-oxadiazol-3-yl]phenyl}methyl)isooxazolidine-3-one CC1(C(N(OC1)CC1=CC=C(C=C1)C1=NOC(=N1)C(F)(F)F)=O)C